2,2,3,3-tetrafluorocyclobutanol FC1(C(CC1(F)F)O)F